2-[(R)-cyclobutanesulfinyl]-6-{imidazo[1,2-a]pyrimidin-3-yl}-4-(1-methyl-1H-pyrazol-5-yl)thieno[2,3-b]pyridin-3-amine C1(CCC1)[S@@](=O)C1=C(C=2C(=NC(=CC2C2=CC=NN2C)C2=CN=C3N2C=CC=N3)S1)N